acryloyloxypropyl-dimethyl-monoisopropyl-oxysilane C(C=C)(=O)OCCC[Si](OC(C)C)(C)C